S(=O)(=O)(C1=CC=C(C)C=C1)N1C(CC(CC1)C(F)(F)F)C1=C(C=CC=C1)CO (2-(1-tosyl-4-(trifluoromethyl)piperidin-2-yl)phenyl)methanol